N1(CCCC1)C1CC=2C=C(C=NC2CC1)C1(NNC(=N1)N)N 3-(6-(pyrrolidin-1-yl)-5,6,7,8-tetrahydroquinolin-3-yl)-1H-1,2,4-triazole-3,5-diamine